P(=O)(O)(O)OC(C(=O)O)CO Phospho-glyceric acid